ClC1=NC=C(C(=N1)C1=CN=C(S1)C1CCC(CC1)O)Cl (1r,4r)-4-(5-(2,5-dichloropyrimidin-4-yl)thiazol-2-yl)cyclohexan-1-ol